3-(4-((2S)-2-amino-2-(4-fluorocyclohex-3-en-1-yl)acetamido)phenyl)-4-chloro-2-methylpyridine 1-oxide N[C@H](C(=O)NC1=CC=C(C=C1)C=1C(=[N+](C=CC1Cl)[O-])C)C1CC=C(CC1)F